C(C1=CC=CC=C1)N1S(NC[C@H]1C(=O)O)(=O)=O (S)-2-benzyl-1,2,5-thiadiazolidine-3-carboxylic acid 1,1-dioxide